OCC1OC(C(C(C1O)O)O)OC1=C2C(=CNC2=CC=C1)CCN(CCC)C 2-(hydroxymethyl)-6-((3-(2-(methyl(propyl)-amino)ethyl)-1H-indol-4-yl)oxy)tetrahydro-2H-pyran-3,4,5-triol